2-(5-(((1s,3s,4s,5r)-4-fluoro-1-methyl-8-azabicyclo[3.2.1]oct-3-yl)thio)pyrazin-2-yl)-5-(1H-imidazol-1-yl)phenol F[C@@H]1[C@H](C[C@@]2(CC[C@H]1N2)C)SC=2N=CC(=NC2)C2=C(C=C(C=C2)N2C=NC=C2)O